perfluorohexyl ethyl-sulfinate C(C)S(=O)OC(C(C(C(C(C(F)(F)F)(F)F)(F)F)(F)F)(F)F)(F)F